CC(C)C=1SC(=CC1NC(NS(N(C=1C=NN(C1)C)CCN(C)C)(=O)=O)=O)C(C)C 3-[2,5-Bis(propan-2-yl)thiophen-3-yl]-1-{[2-(dimethylamino)ethyl](1-methyl-1H-pyrazol-4-yl)sulfamoyl}urea